1-(3-(3,6-dichloropyridazin-4-yl)bicyclo[1.1.1]pentan-1-yl)-4-phenylpiperidin-2-one ClC=1N=NC(=CC1C12CC(C1)(C2)N2C(CC(CC2)C2=CC=CC=C2)=O)Cl